C1(CCCCC1)CCC(=O)OC(CSCCCCCC(CCCCCSCC(CCCCCC)OC(CCC1CCCCC1)=O)NCCCCO[Si](C1=CC=CC=C1)(C1=CC=CC=C1)C(C)(C)C)CCCCCC ((6-((4-(tert-butyl diphenylsilyloxy)butyl)amino)undecane-1,11-diyl)bis(sulfanediyl))bis-(octane-1,2-diyl) bis(3-cyclohexylpropanoate)